C1(=CC=CC=C1)CS(=O)(=O)NC1=C(C=CC(=C1)C(=O)N1CCC(CC1)C1=CC=C(C=C1)OC=1N=NC(=CC1)C(F)(F)F)OCCN1CCCC1 1-phenyl-N-(2-(2-(pyrrolidin-1-yl)ethoxy)-5-(4-(4-((6-(trifluoromethyl)pyridazin-3-yl)oxy)phenyl)-piperidine-1-carbonyl)phenyl)methanesulfonamide